2-bromo-1,1-difluoro-6-nitro-indan BrC1C(C2=CC(=CC=C2C1)[N+](=O)[O-])(F)F